C(C1=CC=CC=C1)SC1=NN=NN1 5-benzylthio-1H-tetrazol